C(C1=CC=CC=C1)OC1=NC=C(C2=C1COC2)Br 4-(benzyloxy)-7-bromo-1,3-dihydrofuro[3,4-c]pyridine